tert-butyl (1-(4-bromo-2-methoxy-5-methylphenyl)propan-2-yl)carbamate BrC1=CC(=C(C=C1C)CC(C)NC(OC(C)(C)C)=O)OC